NC=1C=CC(=NC1C#CC)NC(OC(C)(C)C)=O tert-Butyl [5-amino-6-(prop-1-yn-1-yl)pyridin-2-yl]carbamate